C(C)OC(=O)C1(CC1)NCCCC(=O)OCC 1-((4-ethoxy-4-oxobutyl)amino)cyclopropane-1-carboxylic acid ethyl ester